(4-Ethylphenyl)-2,2-dimethylpropanal C(C)C1=CC=C(C=C1)CC(C=O)(C)C